2,3-dihydro-1-(2-isopropoxyethyl)-2-thioxo-1H-pyrrolo[3,2-d]pyrimidin-4(5H)-one C(C)(C)OCCN1C(NC(C2=C1C=CN2)=O)=S